γ-methacryloxypropylsilane C(C(=C)C)(=O)OCCC[SiH3]